CC1(CN(C(N1CC1=CC(=C(OC(C(=O)O)(C)C)C(=C1)C)C)=O)C1=CC=C(C=C1)C)C 2-(4-((5,5-dimethyl-2-oxo-3-(p-tolyl)imidazolin-1-yl)methyl)-2,6-dimethylphenoxy)-2-methylpropanoic acid